5-(8-bromonaphth-1-yl)-5,10-dihydrophenazine BrC=1C=CC=C2C=CC=C(C12)N1C=2C=CC=CC2NC2=CC=CC=C12